butyl 2-(2,4-difluorophenyl)-4-(hydroxymethyl)-3-methoxy-1H-pyrrole-1-carboxylate FC1=C(C=CC(=C1)F)C=1N(C=C(C1OC)CO)C(=O)OCCCC